BrC1=CC=C(C(=O)C=O)C=C1 p-bromobenzoyl-formaldehyde